5-(4-Morpholinophenoxy)-1H-1,2,3-triazole-4-carboxylic acid O1CCN(CC1)C1=CC=C(OC2=C(N=NN2)C(=O)O)C=C1